6-[[3-[4-(2-methoxyphenyl)-1-piperazinyl]propyl]amino]-1,3-dimethyluracil COC1=C(C=CC=C1)N1CCN(CC1)CCCNC1=CC(N(C(N1C)=O)C)=O